C(\C=C/C(=O)O)(=O)OC(C=C)=O.[Na] sodium acrylic acid-maleic anhydride